O1C(=CC2=C1C=CC=C2)CN2C(C1=CC=CC=C1C2=O)=O 2-(benzofuran-2-ylmethyl)isoindoline-1,3-dione